C(C)(C)(CC)C1=C(C(=CC=C1)C(C)(C)CC)O 2,6-di-tert-pentylphenol